C(OC=1C(=CC2=CN(N=C2C1)C1CCC(CC1)N1CCNCC1)NC(=O)C1=NC(=CC=C1)C(F)(F)F)([2H])([2H])[2H] N-(6-(methoxy-d3)-2-((1R,4R)-4-(piperazin-1-yl)cyclohexyl)-2H-indazol-5-yl)-6-(trifluoromethyl)pyridinecarboxamide